4-[2-(1-fluoronaphthalen-2-yl)-4-[3-(trifluoromethyl)phenyl]-1H-imidazol-5-yl]pyridine FC1=C(C=CC2=CC=CC=C12)C=1NC(=C(N1)C1=CC(=CC=C1)C(F)(F)F)C1=CC=NC=C1